2-ethyl-caproic acid indium [In].C(C)C(C(=O)O)CCCC